4-(3-(difluoromethyl)-1-methyl-1H-pyrazol-4-yl)-N-(3-(trifluoromethyl)phenyl)thiazole-2-carboxamide FC(C1=NN(C=C1C=1N=C(SC1)C(=O)NC1=CC(=CC=C1)C(F)(F)F)C)F